2-hydroxycarbonyl-3-propoxycarbonylbicyclo[2.2.1]Hept-5-ene OC(=O)C1C2C=CC(C1C(=O)OCCC)C2